dodecadien-6-ol C=CC=CCC(CCCCCC)O